tertiaryleucine N[C@@H](C(C)(C)C)C(=O)O